COC=1C=C(C=C(C1)C(NCCOC)=O)NC=1OC(=CN1)C1=CC=C(C(=O)O)C=C1 4-(2-((3-methoxy-5-((2-methoxyethyl)carbamoyl)phenyl)amino)oxazol-5-yl)benzoic acid